3-Amino-1-(5-fluoropyrimidin-2-yl)pyrrolidin-2-one tert-Butyl-(1-(5-fluoropyrimidin-2-yl)-2-oxopyrrolidin-3-yl)carbamate C(C)(C)(C)N(C(O)=O)C1C(N(CC1)C1=NC=C(C=N1)F)=O.NC1C(N(CC1)C1=NC=C(C=N1)F)=O